COC1=CC=C(C=C1)C1=CC(=C(N1C)C)\C(\C(\C)=N\NC(NCC)=S)=N/NC(NCC)=S (2E,2'E)-2,2'-(1-(5-(4-methoxyphenyl)-1,2-dimethyl-1H-pyrrol-3-yl)propane-1,2-diylidene)bis(N-ethylhydrazine-1-carbothioamide)